5-chloro-7-(3,3-difluoropyrrolidin-1-yl)-3-((2R,3R,4S,SR)-3,4-dihydroxy-5-(hydroxymethyl)tetrahydrofuran-2-yl)-3H-imidazo[4,5-b]pyridine-6-carbonitrile ClC1=C(C(=C2C(=N1)N(C=N2)[C@@H]2O[C@H]([C@H]([C@H]2O)O)CO)N2CC(CC2)(F)F)C#N |&1:12|